7-chloro-N-methyl-N-(pyrrolidin-3-yl)-1H-indole-2-carboxamide trifluoroacetic acid salt FC(C(=O)O)(F)F.ClC=1C=CC=C2C=C(NC12)C(=O)N(C1CNCC1)C